NC1=C(C=C(C=C1C(=O)NCCC)C1=CC=C(C=C1)Br)C1=CC=C(C=C1)S(N)(=O)=O 4'-amino-4-bromo-N-propyl-4''-sulfamoyl-[1,1':3',1''-terphenyl]-5'-carboxamide